C(C1=CC=CC=C1)OC[C@]12[C@H](N(CC(C1)C(C)(C)O)C)CCC2 2-[(4aS,7aR)-4a-[(benzyloxy)methyl]-1-methyl-octahydro-1H-cyclopenta[b]pyridin-3-yl]propan-2-ol